4'-{[1-(tert-butoxycarbonyl)-D-prolyl]amino}-3-methoxy[1,1'-biphenyl]-4-carboxylic acid C(C)(C)(C)OC(=O)N1[C@H](CCC1)C(=O)NC1=CC=C(C=C1)C1=CC(=C(C=C1)C(=O)O)OC